5-chloro-8-(1-methyl-3-phenyl-4,5,6,7-tetrahydro-2H-isoindol-2-yl)naphthalen-2-ol ClC1=C2C=CC(=CC2=C(C=C1)N1C(=C2CCCCC2=C1C1=CC=CC=C1)C)O